C1(CC1)C1=NC=CC(=C1C1=NN2C(N(C(CC2)=O)CC2=CC(=C(C=C2)C=2N(C=C(N2)C(F)(F)F)C(C)C)F)=N1)OC 2-(2-cyclopropyl-4-methoxypyridin-3-yl)-4-(3-fluoro-4-(1-isopropyl-4-(trifluoromethyl)-1H-imidazol-2-yl)benzyl)-6,7-dihydro-[1,2,4]triazolo[1,5-a]pyrimidin-5(4H)-one